C(#N)C1=CC=CC(=N1)C=1SCC(N1)O 2-(6-cyanopyridin-2-yl)-4,5-dihydrothiazol-4-ol